(R)-5-((5-oxaspiro(3.4)octan-7-yl)methoxy)-1,3,4-thiadiazol-2-amine C1CCC12OC[C@@H](C2)COC2=NN=C(S2)N